COC(CCCN)N1C=2C=CC3=C(C2C=2C4=C(C=CC12)C=CC=C4)C=CC=C3 4-methoxy-4-(7H-dibenzo[c,g]carbazol-7-yl)butylamine